8-(Phenylmethylthio)-5-chlorochroman-4-one C1(=CC=CC=C1)CSC=1C=CC(=C2C(CCOC12)=O)Cl